COC=1N=CC2=C(N1)C(C=1C=C(C=CC12)S(=O)(=O)N)=O 2-methoxy-9-oxo-9H-indeno[2,1-d]pyrimidine-7-sulfonamide